diheptyl furandicarboxylate O1C(=C(C=C1)C(=O)OCCCCCCC)C(=O)OCCCCCCC